N-((6-(cyclopropanesulfonamido)pyridin-2-yl)methyl)-4-(6-ethoxypyrazin-2-yl)benzamide C1(CC1)S(=O)(=O)NC1=CC=CC(=N1)CNC(C1=CC=C(C=C1)C1=NC(=CN=C1)OCC)=O